FC(C(=O)OC(C(F)(F)F)=O)(F)F 2,2,2-trifluoroacetyl trifluoroacetate